BrC1=C2CN(C(C2=CC=C1)=O)CC1=CC=C(C=C1)O 4-bromo-2-(4-hydroxybenzyl)isoindolin-1-one